C(C)OCCOCCOC=1C=C(C=C(C1)OCCOCCOCC)CC(C(=O)O)N1CCN(CCN(CCN(CC1)CC(=O)[O-])CC(=O)[O-])CC(=O)[O-].[Gd+3] gadolinium 2,2',2''-{10-[2-{3,5-bis[2-(2-ethoxyethoxy)ethoxy]phenyl}-1-carboxyethyl]-1,4,7,10-tetraazacyclododecane-1,4,7-triyl}triacetate